7-bromo-N-[(2,4-dimethoxyphenyl)methyl]-6-fluoro-cinnolin-4-amine BrC1=C(C=C2C(=CN=NC2=C1)NCC1=C(C=C(C=C1)OC)OC)F